9H-imidazo[2,1-f]purine N1=CN=CC=2N3C(NC12)=NC=C3